C(C)OC(=O)O[C@H]1C[C@H]2[C@H](C([C@H]3[C@@H]4CC[C@H]([C@@H](CCC(=O)OC)C)[C@]4([C@H](C[C@@H]3[C@]2(CC1)C)OS(=O)(=O)C)C)=O)CC Methyl 3α-(ethoxycarbonyl)oxy-12α-(methansulfonyl)oxy-6α-ethyl-7-oxo-5β-cholan-24-oate